zinc lysine-chloride N[C@@H](CCCCN)C(=O)Cl.[Zn]